4-chloro-2-(4-methoxy-2-methylphenyl)quinoline ClC1=CC(=NC2=CC=CC=C12)C1=C(C=C(C=C1)OC)C